C(C1=CC=CC=C1)C1=NN=C(O1)C(=O)NC1C2C(C3=C(N(C1=O)C)N=CC=N3)C2 5-benzyl-N-(cis-5-methyl-6-oxo-5,6,7,7a,8,8a-hexahydrocyclopropa[d]pyrazino[2,3-b]azepin-7-yl)-1,3,4-oxadiazole-2-carboxamide